N-(7-Chloro-quinolin-4-yl)-N'-(6-methyl-2-piperidin-1-yl-pyrimidin-4-yl)-propane-1,3-diamine ClC1=CC=C2C(=CC=NC2=C1)NCCCNC1=NC(=NC(=C1)C)N1CCCCC1